tert-Butyl 2-(3-((tert-butoxycarbonyl)(isopropyl)amino)propanamido)-3-(5-(phenylcarbamoyl)benzo[d]thiazol-2-yl)-4,7-dihydrothieno[2,3-c]pyridine-6(5H)-carboxylate C(C)(C)(C)OC(=O)N(CCC(=O)NC1=C(C2=C(CN(CC2)C(=O)OC(C)(C)C)S1)C=1SC2=C(N1)C=C(C=C2)C(NC2=CC=CC=C2)=O)C(C)C